8-(3-chlorophenyl)-7-(4-fluorobenzyl)-1-(3-hydroxypropyl)-3-methyl-1H-purine-2,6(3H,7H)-dione ClC=1C=C(C=CC1)C1=NC=2N(C(N(C(C2N1CC1=CC=C(C=C1)F)=O)CCCO)=O)C